N'-[5-[acetyl(hydroxy)amino]pentyl]-N-[5-[[4-[5-aminopentyl-(hydroxy)amino]-4-oxobutanoyl]amino]pentyl]-N-hydroxybutandiamide C(C)(=O)N(CCCCCNC(CCC(=O)N(O)CCCCCNC(CCC(=O)N(O)CCCCCN)=O)=O)O